BrC1=NN(C(=C1)C(=O)NC1=C(C=C(C=C1C(N)=O)Cl)C)C1=NC=CC=C1Cl 3-bromo-N-(2-methyl-4-chloro-6-(carbamoyl)phenyl)-1-(3-chloro-2-pyridinyl)-1H-pyrazole-5-carboxamide